4-(5-(4-(Methoxycarbonyl)benzyl)-1,3,4,5-tetrahydro-2H-pyrido[4,3-b]indol-2-yl)-4-oxobutanoic acid COC(=O)C1=CC=C(CN2C3=C(C=4C=CC=CC24)CN(CC3)C(CCC(=O)O)=O)C=C1